2,6-Dimethoxy-N-(8-methoxy-9-methyl-4,5-dihydronaphtho[2,1-d]isoxazol-3-yl)benzenesulfonamide COC1=C(C(=CC=C1)OC)S(=O)(=O)NC1=NOC2=C1CCC1=CC=C(C(=C12)C)OC